ClC1=CC=C(C=C1)C=1OC2=C(S(N1)(=O)=O)C=C(C=C2)C 3-(4-chlorophenyl)-7-methylbenzo[e][1,4,3]oxathiazine-1,1-dioxide